FC1=C(C=CC(=C1)C1=C2C(=NC=C1)NC(=N2)C=2C=NN(C2)C)S(=O)(=O)NC(=O)C2=COC(=C2)C N-((2-Fluoro-4-(2-(1-methyl-1H-pyrazol-4-yl)-3H-imidazo[4,5-b]pyridine-7-yl)phenyl)sulfonyl)-5-methylfuran-3-carboxamide